N1C[C@H](CCC1)CNC(OC(C)(C)C)=O tert-butyl N-[[(3S)-3-piperidyl]methyl]carbamate